N1=CC=CN=CC=C1 [1,5]DIAZOCINE